C(C)(=O)C1=C2CN(C(C2=CC(=C1)C)=O)C1CC2=CC=C(C=C2C1)S(=O)(=O)N(C(OC(C)(C)C)=O)C(=O)OC(C)(C)C tert-butyl N-(2-(4-acetyl-6-methyl-1-oxo-isoindolin-2-yl)indan-5-yl)sulfonyl-N-tert-butoxycarbonyl-carbamate